C(C)C1=NNC2=CC=C(C=C12)C1=CN=C2N1N=C(C=C2)N2[C@@H](COCC2)C (R)-4-(3-(3-ethyl-1H-indazol-5-yl)imidazo[1,2-b]pyridazin-6-yl)-3-methylmorpholine